FC1=CC=C(C=C1)C1=C(C(=NC2=CC3=C(C=C12)C=NN3)C3=CC=C(C(=O)O)C=C3)C3CCOCC3 4-[5-(4-fluorophenyl)-6-tetrahydropyran-4-yl-1H-pyrazolo[4,3-g]quinolin-7-yl]benzoic acid